3-(8-{2-[ethyl(isopropyl)carbamoyl]-4-fluorophenyl}-1-fluoro-3-methylimidazo[1,5-a]pyridin-6-yl)azetidine C(C)N(C(=O)C1=C(C=CC(=C1)F)C=1C=2N(C=C(C1)C1CNC1)C(=NC2F)C)C(C)C